1-(2-ethynylphenyl)-4-phenyl-3-butyn-1-ol C(#C)C1=C(C=CC=C1)C(CC#CC1=CC=CC=C1)O